(E)-4-chloro-N'-(1-(pyridin-2-yl)ethylidene)benzohydrazide ClC1=CC=C(C(=O)N/N=C(\C)/C2=NC=CC=C2)C=C1